N1CC(C1)OC=1C=CC(=C(C(=O)N[C@H](C)C2=C(C=CC3=CC=CC=C23)OCCN(C)C)C1)C (R)-5-(azetidin-3-yloxy)-N-(1-(2-(2-(dimethylamino)ethoxy)naphthalen-1-yl)ethyl)-2-methylbenzamide